o-bromophenyl 2-butynoate C(C#CC)(=O)OC1=C(C=CC=C1)Br